NC=1C=CC(=C2CN(C(C12)=O)CC(C#N)=C)C1=CNC2=CC=CC=C12 2-{[7-amino-4-(1H-indol-3-yl)-1-oxo-2,3-dihydro-1H-isoindol-2-yl]methyl}prop-2-enenitrile